CC1=NOC(=C1NC(=O)O[C@H](C)C1=CC=CC=C1)C1CCN(CC1)C1=CC=C(C=C1)C1(CC1)C(=O)OC methyl 1-(4-{4-[3-methyl-4-({[(1R)-1-phenylethoxy]carbonyl} amino)-1,2-oxazol-5-yl]piperidin-1-yl} phenyl)cyclopropane-1-carboxylate